BrC=1C=CC(=NC1Cl)CC(C#N)C(C)=O 2-[(5-bromo-6-chloropyridin-2-yl)methyl]-3-oxo-butyronitrile